cyclopentane-thiol C1(CCCC1)S